ClC=1C(=NC(=NC1)NC=1C=NN(C1)C)C1=CC=C(C(=O)NCC#N)C=C1 4-(5-chloro-2-((1-methyl-1H-pyrazol-4-yl)amino)pyrimidin-4-yl)-N-(cyanomethyl)benzamide